FC(C1=C(C=CC=C1)[N+](=O)[O-])F 1-(difluoromethyl)-2-nitrobenzene